C1(CCCC1)NC1=C2N=CN(C2=NC(=N1)I)[C@@H]1[C@@H]2[C@]([C@@H]3[C@H]1OC(O3)(C)C)(C2)C#N (3aR,3bR,4aS,5R,5aS)-5-(6-(cyclopentylamino)-2-iodo-9H-purin-9-yl)-2,2-dimethyltetrahydrocyclopropa[3,4]cyclopenta[1,2-d][1,3]dioxole-3b(3aH)-carbonitrile